C(C1=CC=CC=C1)N1CC(OCCC1)CN1CCC(CC1)C1=CC=NC=C1 4-benzyl-2-{[4-(pyridin-4-yl)piperidin-1-yl]methyl}-1,4-oxazepane